3-[5-fluoro-2-[4-(piperazin-1-ylmethyl)-1-piperidinyl]-4-pyridinyl]-5-(1-methylcyclopropoxy)-1H-indazole FC=1C(=CC(=NC1)N1CCC(CC1)CN1CCNCC1)C1=NNC2=CC=C(C=C12)OC1(CC1)C